C(C)(C)(C)OC(CBr)=O bromoacetic acid tertButyl ester